2-(2-Morpholin-4-yl-ethylamino)-1,7,11b-triaza-benzo[c]fluorene-6-carboxylic Acid Methoxy-Amide CONC(=O)C1=CC2=C(N3C=4C=CC=CC4N=C13)N=C(C=C2)NCCN2CCOCC2